1,2,3,4,5,6-hexahydropyrrolo[3,4-c]pyrrole hydrobromide salt Br.C1NCC2=C1CNC2